(R)-5-(2-amino-[1,2,4]triazolo[1,5-a]pyridin-7-yl)-N-(3-(4-chlorophenyl)-3-hydroxypropyl)-3-fluoro-2-methylbenzamide NC1=NN2C(C=C(C=C2)C=2C=C(C(=C(C(=O)NCC[C@@H](O)C3=CC=C(C=C3)Cl)C2)C)F)=N1